dioleyl-adipate C(CCCCCCC\C=C/CCCCCCCC)OC(CCCCC(=O)OCCCCCCCC\C=C/CCCCCCCC)=O